P-(4-(5-(chlorodifluoromethyl)-1,2,4-oxadiazol-3-yl)-2-fluorobenzyl)-P-methyl-N-(o-tolyl)phosphinic amide ClC(C1=NC(=NO1)C1=CC(=C(CP(NC2=C(C=CC=C2)C)(=O)C)C=C1)F)(F)F